BrC=1C(=C(SC1)CO[Si](C)(C)C(C)(C)C)OC ((4-bromo-3-methoxythiophen-2-yl)methoxy)(tert-butyl)dimethylsilane